C(C)(C)C1=C(C=CC(=C1)C1=NN(C=N1)C1=CC=C(C=C1)OC(F)(F)F)NC(=O)\N=C\1/SCC(N1C1=C(C=CC(=C1)C)C(C)C)=O (Z)-1-(2-isopropyl-4-(1-(4-(trifluoromethoxy)phenyl)-1H-1,2,4-triazol-3-yl)phenyl)-3-(3-(2-isopropyl-5-methylphenyl)-4-oxothiazolidin-2-ylidene)urea